2-([5-(4-Chlorophenyl)-1-[(2,4-dichlorophenyl)methyl]1H-pyrazol-3-yl]methoxy)acetic acid ClC1=CC=C(C=C1)C1=CC(=NN1CC1=C(C=C(C=C1)Cl)Cl)COCC(=O)O